ClC1=CC=C2C(=N1)N(C(=C2)C2=NN1C(C=CC(=C1)C(=O)O)=C2C)CC2CC2 2-(6-chloro-1-(cyclopropylmethyl)-1H-pyrrolo[2,3-b]pyridin-2-yl)-3-methylpyrazolo[1,5-a]pyridine-6-carboxylic acid